(N-3-methylphenyl-N-phenylamino)-triphenylamine CC1=CC(=CC=C1)N(C2=CC=CC=C2)C3=CC=CC=C3N(C4=CC=CC=C4)C5=CC=CC=C5